C(C)N(CCCC(=O)OC(CCCCCCO)CCCCCCO)CC 1,13-dihydroxytridecan-7-yl 4-(diethylamino)butanoate